6-chloro-2-methyl-8-(3-pyrazol-1-ylpropoxy)imidazo[1,2-b]pyridazine ClC=1C=C(C=2N(N1)C=C(N2)C)OCCCN2N=CC=C2